CC1(OC2=CC(=CC=C2C(C1)=O)C(F)(F)F)C 2,2-dimethyl-7-(trifluoromethyl)chroman-4-one